methyl (1-(4-nitrophenyl)cyclopropyl)carbamate [N+](=O)([O-])C1=CC=C(C=C1)C1(CC1)NC(OC)=O